cis-N-Ethyl-3a,6a-dimethyl-5-(4-(4-(methylsulfonyl)-piperazin-1-yl)phenyl)hexahydropyrrolo[3,4-c]pyrrole-2(1H)-carboxamide C(C)NC(=O)N1C[C@@]2(CN(C[C@@]2(C1)C)C1=CC=C(C=C1)N1CCN(CC1)S(=O)(=O)C)C